NCCCN1C=C(C2=CC(=CC=C12)CN1CCC(CC1)CN1CCN(CC1)C1=C(C=C(C=C1)NC1C(NC(CC1)=O)=O)F)C1=CC=C(C=C1)OC(F)(F)F 3-((4-(4-((1-((1-(3-aminopropyl)-3-(4-(trifluoromethoxy)phenyl)-1H-indol-5-yl)methyl)piperidin-4-yl)methyl)piperazin-1-yl)-3-fluorophenyl)amino)piperidine-2,6-dione